Cl.FC1=CC=C(C=C1)NC(=O)C1(CC1)C(=O)N 1-N-(4-fluorophenyl)cyclopropane-1,1-dicarboxamide hydrochloride